(R)-2-(2-(5-oxo-4,5-dihydro-1,2,4-thiadiazol-3-yl)ethyl)morpholine O=C1NC(=NS1)CC[C@@H]1CNCCO1